(S)-1-(1-naphthyl)propan-2-amine C1(=CC=CC2=CC=CC=C12)C[C@H](C)N